5-{4-Bromo-3-[(piperidin-4-yl)methoxy]phenyl}-1,3,4-oxadiazol-2(3H)-one BrC1=C(C=C(C=C1)C1=NNC(O1)=O)OCC1CCNCC1